3,3,4-trimethyl-2,6-diphenyltetrahydro-2H-pyran-4-ol CC1(C(OC(CC1(O)C)C1=CC=CC=C1)C1=CC=CC=C1)C